3-(6-bromo-7-fluoro-3-nitroquinolin-4-yl)azetidine-1,3-dicarboxylic acid 1-tert-butyl 3-methyl ester COC(=O)C1(CN(C1)C(=O)OC(C)(C)C)C1=C(C=NC2=CC(=C(C=C12)Br)F)[N+](=O)[O-]